6-((allyloxy)carbonyl)-L-lysine C(C=C)OC(=O)C(CCC[C@H](N)C(=O)O)N